furan-2-boronic acid O1C(=CC=C1)B(O)O